BrC1=CC=2CC3=CC(=CC=C3C2C=C1)Br 2,7-dibromofluorene